COC(C(OC)C1=CC(=C(C=C1)F)N1CC(C1)OC)=O.COCCOCCOCC1OC1 2-(2-(2-methoxyethoxy)ethoxy)methyl-oxirane Methyl-2-[4-fluoro-3-(3-methoxyazetidin-1-yl)phenyl]-2-methoxy-acetate